5-(tert-butyl)-N-(4-(6-(isothiazol-4-yl)pyrrolo[2,1-f][1,2,4]triazin-4-yl)-2-methylbenzyl)-1,2,4-oxadiazole-3-carboxamide C(C)(C)(C)C1=NC(=NO1)C(=O)NCC1=C(C=C(C=C1)C1=NC=NN2C1=CC(=C2)C=2C=NSC2)C